[La].C[Si](N[Si](C)(C)C)(C)C.C[Si](N[Si](C)(C)C)(C)C.C[Si](N[Si](C)(C)C)(C)C tris[N,N-bis(trimethylsilyl)amine] lanthanum